(5-chloro-1H-indol-3-yl)-3,4-dihydroisoquinoline-2(1H)-carboxamide ClC=1C=C2C(=CNC2=CC1)C1N(CCC2=CC=CC=C12)C(=O)N